(3R)-1-(1-((5-chloro-2-pyrimidinyl)methyl)-4,6-difluoro-1H-benzoimidazol-2-yl)-4,4-difluoro-3-piperidinamine ClC=1C=NC(=NC1)CN1C(=NC2=C1C=C(C=C2F)F)N2C[C@H](C(CC2)(F)F)N